5,7-dibromo-1-(sec-butyl)-3-methyl-1H-pyrazolo[4,3-b]pyridine BrC1=CC(=C2C(=N1)C(=NN2C(C)CC)C)Br